C(C)(=O)C1=C(NC(=C(C1C=1C2=C(SC1)C(=CC=C2)C(=O)O)C(=O)OC)C2CC2)C 3-(3-acetyl-6-cyclopropyl-5-(methoxycarbonyl)-2-methyl-1,4-dihydropyridin-4-yl)benzo[b]thiophene-7-carboxylic acid